ClC1=C(C=CC=C1)C1=CC(OC2=CC(=CC=C12)O[C@@H](C(N1CCCCC1)=O)C)=O 4-(2-chlorophenyl)-7-[(1R)-1-methyl-2-oxo-2-(1-piperidyl)ethoxy]chromen-2-one